N-(t-butoxycarbonyl)-L-valyl-L-phenylalanyl-S-(methyl-d3)-L-cysteine methyl ester COC([C@@H](NC([C@@H](NC([C@@H](NC(=O)OC(C)(C)C)C(C)C)=O)CC1=CC=CC=C1)=O)CSC([2H])([2H])[2H])=O